FC(C1=NN(C=C1C(=O)N)C)F 3-difluoromethyl-1-methylpyrazol-4-ylcarboxamide